(2'-fluoro-[1,1'-biphenyl]-4-yl)methylamine FC1=C(C=CC=C1)C1=CC=C(C=C1)CN